8-(5-((3,4-dichlorophenyl)difluoromethyl)-1,3,4-oxadiazol-2-yl)-6-(thiazole-5-carbonyl)-6-azaspiro[3.4]octane-2-carbonitrile ClC=1C=C(C=CC1Cl)C(C1=NN=C(O1)C1CN(CC12CC(C2)C#N)C(=O)C2=CN=CS2)(F)F